OC1CCC(N(C1)C(C(CC)C)=O)C=1NC(=CN1)C1=CC=C(C=C1)CO 1-(5-Hydroxy-2-(5-(4-(hydroxymethyl)phenyl)-1H-imidazol-2-yl)piperidin-1-yl)-2-methylbutan-1-one